C1(CCC1)[C@@H]1[C@@H](C2=CC=C(C=C2CC1)O)C1=CC=C(C=C1)N1CCCCC1 1-(4-((1R,2R)-2-Cyclobutyl-6-hydroxy-1,2,3,4-tetrahydronaphthalen-1-yl)phenyl)piperidine